Tert-butyl-((cis-3-(2-fluoro-4-(trifluoromethyl)phenoxy)cyclobutyl)oxy)dimethylsilane C(C)(C)(C)[Si](C)(C)O[C@@H]1C[C@@H](C1)OC1=C(C=C(C=C1)C(F)(F)F)F